4-(methyl-(3-(methylsulfonyl)benzyl)amino)piperidine-1-carboxylic acid tert-butyl ester C(C)(C)(C)OC(=O)N1CCC(CC1)N(CC1=CC(=CC=C1)S(=O)(=O)C)C